ethyl (S,Z)-4-((1S,3R,4S)-2-((3-chlorophenyl)-D-leucyl)-5,5-difluoro-2-azabicyclo[2.2.2]octane-3-carboxamido)-2-fluoro-5-((S)-2-oxopyrrolidin-3-yl)pent-2-enoate ClC=1C=C(C=CC1)N[C@H](CC(C)C)C(=O)N1[C@@H]2CC([C@H]([C@@H]1C(=O)N[C@H](\C=C(\C(=O)OCC)/F)C[C@H]1C(NCC1)=O)CC2)(F)F